FC1=C(C=C(C=C1)S(=O)(=O)N(C)CC1=CC=C(C=C1)OC)C=1N=C2N(CCCC2)C1 4-fluoro-N-(4-methoxybenzyl)-N-methyl-3-(5,6,7,8-tetrahydroimidazo[1,2-a]pyridin-2-yl)benzenesulfonamide